FC1=CC(=C(C=C1)O)[C@@H]1N(CCC1)C=1C=CC=2N(N1)C(=CN2)C2=NC=NC(=C2)CCO (R)-4-fluoro-2-(1-(3-(6-(2-hydroxyethyl)pyrimidin-4-yl)imidazo[1,2-b]pyridazin-6-yl)pyrrolidin-2-yl)phenol